ClC1=CC(=C(N=N1)C(=O)NC([2H])([2H])[2H])NC1=C2N(C(C=3N(C2=CC(=C1)F)N=C(N3)C)C)C 6-chloro-4-((8-fluoro-2,4,5-trimethyl-4,5-dihydro-[1,2,4]triazolo[1,5-a]quinoxalin-6-yl)amino)-N-(methyl-d3)pyridazine-3-carboxamide